S-(carboxymethyl)-L-cysteine C(=O)(O)CSC[C@H](N)C(=O)O